(2-chloro-5-(3-(2-fluoropyridin-4-yl)-1H-7-azaindazol-5-yl)pyridin-3-yl)benzenesulfonamide ClC1=NC=C(C=C1C1=C(C=CC=C1)S(=O)(=O)N)C=1C=C2C(=NNC2=NC1)C1=CC(=NC=C1)F